(2R,5S)-5-(4-chlorobenzyl)-2-((methylsulfonyl)methyl)-4-(4-(5-methylthiazol-2-yl)-cyclohexyl)morpholine hydrochloride Cl.ClC1=CC=C(C[C@H]2CO[C@H](CN2C2CCC(CC2)C=2SC(=CN2)C)CS(=O)(=O)C)C=C1